C(C)OP(=O)(NCC(C)C)CC1=CC=C(C=C1)C1=NOC(=N1)C(F)(F)F.CC1=CC=CC(=N1)C1=NC(=C2N=CNC2=N1)N1C=CC=2C(=NC=CC21)NC(C(C)(C)C)=O N-(1-(2-(6-methylpyridin-2-yl)-9H-purin-6-yl)-1H-pyrrolo[3,2-c]pyridin-4-yl)pivaloamide ethyl-N-isobutyl-P-(4-(5-(trifluoromethyl)-1,2,4-oxadiazol-3-yl)benzyl)phosphonamidate